2-Methoxy-5-((3,4,5-trimethoxybenzyl)amino)phenol COC1=C(C=C(C=C1)NCC1=CC(=C(C(=C1)OC)OC)OC)O